octahydro-4,7-methyleneindene-carbaldehyde C1C2C3CCC(C3C1CC2)C=O